C(C)(C)(C)OC(CN1CCC2(CC1)CC1=CC=C(C=C1C2)N[C@H]2C(NC(CC2)=O)=O)=O |r| (±)-2-(5-((2,6-dioxopiperidin-3-yl)amino)-1,3-dihydrospiro[inden-2,4'-piperidin]-1'-yl)acetic acid tert-butyl ester